(3S,4S)-3-aminotetrahydro-2H-pyran N[C@@H]1COCCC1